BrC=1C=C(C=CC1)[C@@H](C)O[Si](C)(C)C(C)(C)C [(1R)-1-(3-bromophenyl)ethoxy]-tert-butyl-dimethyl-silane